4-[3-[2,6-dichloro-4-[(2S)-2,4-dimethylpiperazin-1-yl]benzoyl]-2,4-dihydro-1,3-benzoxazin-8-yl]-5-fluoro-2-(3-oxa-8-azabicyclo[3.2.1]octan-8-yl)benzoic acid ClC1=C(C(=O)N2COC3=C(C2)C=CC=C3C3=CC(=C(C(=O)O)C=C3F)N3C2COCC3CC2)C(=CC(=C1)N1[C@H](CN(CC1)C)C)Cl